N1=C(C=CC=C1)NC1=NC=CC=N1 N-(PYRIDIN-2-YL)PYRIMIDIN-2-AMIN